ClC=1C=C(NC2(CCC3(C(=CC4=CC(=C(C=C34)OC)OC)C[C@H](COCC3=CC=C(C=C3)OC)C)CC2)C(=O)OC)C=CC1 methyl (1r,4R)-4-(3-chloroanilino)-5',6'-dimethoxy-2'-{(2R)-3-[(4-methoxyphenyl)methoxy]-2-methylpropyl}spiro[cyclohexane-1,1'-indene]-4-carboxylate